C(C1=CC=CC=C1)N1CC(N2C1=C(C(=CC2=O)CCC2=CC=CC=C2)C2=CC(=CC=C2)C(F)(F)F)C(=O)O 1-benzyl-5-oxo-7-phenethyl-8-(3-(trifluoromethyl)phenyl)-1,2,3,5-tetrahydroimidazo[1,2-a]pyridine-3-carboxylic acid